2-((cyclopropylmethyl)thio)-1-(3,4,5-trimethoxybenzyl)pyrimidine-4,6(1H,5H)-dione C1(CC1)CSC=1N(C(CC(N1)=O)=O)CC1=CC(=C(C(=C1)OC)OC)OC